(R)-1,2,3,4-tetrahydro-1-naphthoic acid [C@H]1(CCCC2=CC=CC=C12)C(=O)O